BrC1=C(SC=C1)P(C1=CC=CC=C1)C1=CC=CC=C1 3-bromo-2-(diphenylphosphino)thiophene